4-butoxy-N-(3-(4-(2,3-dichlorophenyl)piperidin-1-yl)propyl)benzenesulfonamide C(CCC)OC1=CC=C(C=C1)S(=O)(=O)NCCCN1CCC(CC1)C1=C(C(=CC=C1)Cl)Cl